(5S)-2-[(5-Chloropyridin-2-yl)methyl]-8,8-difluoro-5-{[(3S)-3-fluoropyrrolidin-1-yl]carbonyl}-5,6,7,8-tetrahydro[1,2,4]triazolo[4,3-a]pyridin-3(2H)-on ClC=1C=CC(=NC1)CN1N=C2N([C@@H](CCC2(F)F)C(=O)N2C[C@H](CC2)F)C1=O